NC=1N=CC(=NC1OC(C)C1=C(C=CC=C1Cl)Cl)C1=CC=C(C(=O)NC2CCN(CC2)C)C=C1 4-{5-amino-6-[1-(2,6-dichloro-phenyl)-ethoxy]-pyrazin-2-yl}-N-(1-methyl-piperidin-4-yl)-benzamide